methyl 5-benzyl-3-((isoquinolin-1-ylmethoxy)methyl)-4,5-dihydroisoxazole-5-carboxylate C(C1=CC=CC=C1)C1(CC(=NO1)COCC1=NC=CC2=CC=CC=C12)C(=O)OC